FC=1C(=NC(=NC1)N1CCC(CC1)C(=O)N1OCC[C@H]1C=1C=NC=C(C1)F)N1C(=NC=C1)C [1-[5-fluoro-4-(2-methylimidazol-1-yl)pyrimidin-2-yl]piperidin-4-yl]-[(3S)-3-(5-fluoropyridin-3-yl)-1,2-oxazolidin-2-yl]methanone